6-fluoro-5-(5-((5-fluoro-2-methyl-3-oxo-3,4-dihydroquinoxalin-6-yl)methyl)-2-oxa-5,8-diazaspiro[3.5]nonan-8-yl)-N-methylpicolinamide FC1=C(C=CC(=N1)C(=O)NC)N1CCN(C2(COC2)C1)CC=1C(=C2NC(C(=NC2=CC1)C)=O)F